C(C)(C)(C)OC(=O)N1CCC(CC1)C=1OC2=C(C=C(C=C2C(C1)=O)C)C(C)NC1=C(C(=O)O)C=CC=C1 2-[1-[2-(1-tert-butoxycarbonyl-4-piperidinyl)-6-methyl-4-oxo-chromen-8-yl]ethylamino]benzoic acid